methyl 2-((4-methoxybenzyl)oxy)thieno[3,2-b]pyridine-3-carboxylate COC1=CC=C(COC2=C(C3=NC=CC=C3S2)C(=O)OC)C=C1